C(CCCCCCCCCCCCCCC)OC(C1=CC=C(C=C1)[18F])=O hexadecyl-4-[18F]fluorobenzoate